5-(4-bromo-2-fluoro-phenoxy)-2-iodo-4-methyl-thiazole BrC1=CC(=C(OC2=C(N=C(S2)I)C)C=C1)F